1,2,3,4-tetraphenylnaphthalene C1(=CC=CC=C1)C1=C(C(=C(C2=CC=CC=C12)C1=CC=CC=C1)C1=CC=CC=C1)C1=CC=CC=C1